C(C)[C@@H]1[C@@H](C1)C(=O)NC1=CC(=C(C=C1)C)C1=NC=CC=C1 (1R,2S)-2-ethyl-N-(4-methyl-3-(pyridin-2-yl)phenyl)cyclopropanecarboxamide